C(CCCCCCC)CP(C(N(CC(C)C)CC(C)C)=O)C1=CC=CC=C1 octyl-(phenyl)-N,N-diisobutyl-carbamoyl-methyl-phosphine